C(CO)NCCO The molecule is a member of the class of ethanolamines that is ethanolamine having a N-hydroxyethyl substituent. It has a role as a human xenobiotic metabolite. It derives from an ethanolamine.